C(C)(C)N1C(=NC=2C=NC(=CC21)C2=CNC1=NC=C(C=C12)NC(=O)C1CCN(CC1)C)C N-(3-(1-isopropyl-2-methyl-1H-imidazo[4,5-c]pyridin-6-yl)-1H-pyrrolo[2,3-b]pyridin-5-yl)-1-methylpiperidine-4-carboxamide